NC1=NC2=CC=C(C=C2C=C1C)C(=O)N(CC1=NC=C(C=C1)C(F)(F)F)[C@@H]1CC=2C=NNC2CC1 2-amino-3-methyl-N-((5S)-4,5,6,7-tetrahydro-1H-indazol-5-yl)-N-((5-(trifluoromethyl)-2-pyridinyl)methyl)-6-quinolinecarboxamide